C(C)(=O)NC=1C=C(C=CC1)CN(C(C(NC=1C2=C(C(=NC1)N)C=NN2C2OCCCC2)=O)=O)CC2=CC=CC=C2 N'-[(3-acetamidophenyl)methyl]-N-(4-amino-1-tetrahydropyran-2-yl-pyrazolo[4,3-c]pyridin-7-yl)-N'-benzyl-oxamide